N(=[N+]=[N-])CC(C(OC)C1=C(C=CC(=C1)CO)C1=C(C=CC(=C1)OC)F)(C)C [2-(3-azido-1-methoxy-2,2-dimethyl-propyl)-2'-fluoro-5'-methoxy-biphenyl-4-yl]-methanol